tetra-tert-butyl-bis-aminodiphenylmethane C(C)(C)(C)C=1C(=C(C(=C(C1)C(C1=CC=CC=C1)(N)N)C(C)(C)C)C(C)(C)C)C(C)(C)C